tert-butyl (S)-(1-(3-methyl-5-(4-(1-(oxetan-3-yl)piperidin-4-yl)phenyl)thiophene-2-carbonyl)pyrrolidin-3-yl)carbamate CC1=C(SC(=C1)C1=CC=C(C=C1)C1CCN(CC1)C1COC1)C(=O)N1C[C@H](CC1)NC(OC(C)(C)C)=O